2-pentenedioic acid lithium [Li].C(C=CCC(=O)O)(=O)O